CCN1/C(=C/C=C/C2=[N+](C3=CC=CC=C3C=C2)CC)/C=CC4=CC=CC=C41 The molecule is a cationic C3 cyanine dye having quinolin-2-yl units at each end. It has a role as a fluorochrome. It is a cyanine dye and a quinolinium ion.